3-(4-(3,4-dichlorophenyl)-5-(methylthio)-4H-1,2,4-triazol-3-yl)propan-1-ol ClC=1C=C(C=CC1Cl)N1C(=NN=C1SC)CCCO